FN1C2(CN(CC1CC2)C2=CC=NC=C2)C 8-fluoro-4-(1-methyl-3,8-diazabicyclo[3.2.1]octan-3-yl)pyridin